Tert-butyl 4-[3-tert-butyl-5-(2,2,2-trichloro-ethoxycarbonylamino)-pyrazol-1-yl]-piperidine-1-carboxylate C(C)(C)(C)C1=NN(C(=C1)NC(=O)OCC(Cl)(Cl)Cl)C1CCN(CC1)C(=O)OC(C)(C)C